[N+](=[N-])=CC(CC[C@@H](C(=O)OC(C)C)NC([C@H](C(C)C)S(=O)C)=O)=O isopropyl (2S)-6-diazo-2-((2S)-3-methyl-2-(methylsulfinyl) butanamido)-5-oxohexanoate